ClC=1C=C(C=CC1[N+](=O)[O-])NC=1SC=C(N1)C=1SC=CN1 N-(3-chloro-4-nitrophenyl)-[2,4'-bithiazole]-2'-amine